(E)-butyl-2-methylbut-2-enoate C(CCC)OC(\C(=C\C)\C)=O